C(C)(C)(C)C1=CC=C(C=C1)C(CC(=O)C1=CC=C(C=C1)OC)=O 1-(4'-tert-butylphenyl)-3-(4'-methoxyphenyl)propane-1,3-dione